CN(C(CCCCCCC[C@@H]1[C@@H](C1)CCCCCCCC)CCCCCCCC)C N,N-Dimethyl-1-[(1S,2R)-2-octylcyclopropyl]hexadecan-8-amin